COC=1C(=CC2=C(N=CN2)C1)NC=1N=NC(=C(C1)C1CN(C1)C)C 6-methoxy-N-[6-methyl-5-(1-methylazetidin-3-yl)pyridazin-3-yl]benzimidazol-5-amine